(3R,4R)-3-fluoro-4-prop-2-ynyloxy-piperidine-1-carboxylic acid tert-butyl ester C(C)(C)(C)OC(=O)N1C[C@H]([C@@H](CC1)OCC#C)F